3-((4-((3-(3-amino-6-(5-fluoro-2-hydroxyphenyl)pyridazin-4-yl)-3,8-diazabicyclo[3.2.1]octan-8-yl)methyl)phenyl)amino)piperidine-2,6-dione NC=1N=NC(=CC1N1CC2CCC(C1)N2CC2=CC=C(C=C2)NC2C(NC(CC2)=O)=O)C2=C(C=CC(=C2)F)O